perfluoro-n-octane FC(C(C(C(C(C(C(C(F)(F)F)(F)F)(F)F)(F)F)(F)F)(F)F)(F)F)(F)F